(3-bromo-5-(trifluoromethyl)phenoxy)(tert-butyl)dimethylsilane BrC=1C=C(O[Si](C)(C)C(C)(C)C)C=C(C1)C(F)(F)F